1-((R)-2-(8-((S)-2,2-dimethyl-3-((methylsulfonyl)methyl)azetidin-1-yl)-3-((2-(4-methoxypiperidin-1-yl)pyrimidin-4-yl)amino)isoquinolin-5-yl)piperidin-1-yl)prop-2-en-1-one CC1(N(C[C@@H]1CS(=O)(=O)C)C=1C=CC(=C2C=C(N=CC12)NC1=NC(=NC=C1)N1CCC(CC1)OC)[C@@H]1N(CCCC1)C(C=C)=O)C